NC=1C(=NC=CC1)C=O 3-aminopicolinaldehyde